C(C)(C)(C)OC(=O)N1OCC2=C(C1)C=CC=C2Br 8-Bromo-1,4-dihydro-2,3-benzoxazine-3-carboxylic acid tert-butyl ester